N[C@H]1C2N(CC1CC2)C(=O)C2=CC1=C(N(C(=N1)C1=CC=3C(=NC(=CC3)C=3C(=C(C(=O)N)C=CC3)C)N1CC1CC1)C)C(=C2)OC 3-(2-{5-[(7R)-7-amino-2-azabicyclo[2.2.1]heptane-2-carbonyl]-7-methoxy-1-methyl-1H-1,3-benzodiazol-2-yl}-1-(cyclopropylmethyl)-1H-pyrrolo[2,3-b]pyridin-6-yl)-2-methylbenzamide